BrC1=CC(=C(C(=C1)C)C=C1CN(C1)C(=O)OC(C)(C)C)F tert-butyl 3-[(4-bromo-2-fluoro-6-methylphenyl)methylene]azetidine-1-carboxylate